Ethyl 6-amino-2-methyl-1-((2-(trimethylsilyl)ethoxy)methyl)-1H-thieno[2,3-d]imidazole-5-carboxylate NC1=C(SC=2N=C(N(C21)COCC[Si](C)(C)C)C)C(=O)OCC